BrC=1C(=C(C=CC1)NC(C1=CC(=C(C(=C1)OC)C(OC)OC)F)=O)Cl N-(3-bromo-2-chloro-phenyl)-4-(dimethoxymethyl)-3-fluoro-5-methoxy-benzamide